5-fluoro-3-(piperidin-4-yl)-1H-Indole FC=1C=C2C(=CNC2=CC1)C1CCNCC1